CC1=CC(=C(C=C1)S(=O)(=O)N1[C@@H](CCC1)C(=O)OC(C)(C)C)O[C@H]1COC[C@H]1CCC=O |o1:23,27| tert-butyl ((4-methyl-2-(((3R*,4R*)-4-(3-oxopropyl)tetrahydrofuran-3-yl)oxy)phenyl)sulfonyl)-L-prolinate